3-(pyridin-3-yl)thiourea N1=CC(=CC=C1)NC(N)=S